(N,N-diisopropylaminopropyl)dimethoxysilane C(C)(C)N(C(C)C)CCC[SiH](OC)OC